C(#N)C1(CC1)NS(=O)(=O)C1=CC=C2C3=C(N(C2=C1)C=1SC(=NN1)C(F)F)N=CN=C3C3CCN(CC3)C(=O)N(C)CCOC 4-(7-(N-(1-cyanocyclopropyl)sulfamoyl)-9-(5-(difluoromethyl)-1,3,4-thiadiazol-2-yl)-9H-pyrimido[4,5-b]indol-4-yl)-N-(2-methoxyethyl)-N-methyl-piperidine-1-carboxamide